C1(=CC=C(C=C1)C(CC(=O)C1=CC=C(C=C1)C1=CC=CC=C1)=O)C1=CC=CC=C1 1,3-bis(4-biphenylyl)-1,3-propanedione